BrC=1C=CC=C2C(=NC(=NC12)N1C=NC=C1)C(=O)N[C@@H]1CC[C@H](CC1)C(C)(C)O 8-bromo-2-(imidazol-1-yl)-N-[(trans)-4-(2-hydroxypropan-2-yl)cyclohexyl]quinazoline-4-carboxamide